N-(8,9-Difluoro-6-oxo-1,2,3,4,5,6-hexahydrobenzo[c][1,7]naphthyridin-1-yl)-4-(difluoromethyl)-6-fluoro-N-methyl-1H-indole-2-carboxamide FC=1C(=CC2=C(C(NC=3CNCC(C23)N(C(=O)C=2NC3=CC(=CC(=C3C2)C(F)F)F)C)=O)C1)F